(2R,3R,4R,5S)-3,4,5-tris(benzyloxy)-1-(((1R,4R)-4-isopropylcyclohexyl)methyl)-2-methylpiperidine C(C1=CC=CC=C1)O[C@@H]1[C@H](N(C[C@@H]([C@H]1OCC1=CC=CC=C1)OCC1=CC=CC=C1)CC1CCC(CC1)C(C)C)C